C(C1=CC=CC=C1)OC1(CCN(CC1)C(=O)OC(C)(C)C)C#CC(CC(CC)C1=C(CC(CC1)(C)C)C(=O)OCC)(F)F tert-Butyl 4-(benzyloxy)-4-(5-(2-(ethoxycarbonyl)-4,4-dimethylcyclohex-1-en-1-yl)-3,3-difluorohept-1-yn-1-yl)piperidine-1-carboxylate